3-(5-(7-(1-Methyl-1H-pyrazol-4-yl)quinolin-5-yl)-pyrazin-2-yl)-3,6-diazabicyclo[3.1.1]heptane-6-carboxylic acid tert-butyl ester C(C)(C)(C)OC(=O)N1C2CN(CC1C2)C2=NC=C(N=C2)C2=C1C=CC=NC1=CC(=C2)C=2C=NN(C2)C